COC(=O)NC1=CC2=C(C3=C(O2)C=C(C=C3)S(=O)(=O)N[C@H](C(=O)O)C(C)C)C=C1 (S)-2-(7-(methoxycarbonylamino)dibenzo[b,d]furan-3-sulfonamido)-3-methyl-butanoic acid